ClC=1C=C(C=CC1)N1CCC(CC1)C(=O)N (3-chlorophenyl)piperidine-4-carboxamide